ClC1=CC(=C2C(=N1)N(N=N2)[C@H]2[C@@H]([C@@H]([C@H](O2)COCP(O)(O)=O)O)O)NCC2=C(C=CC=C2)Cl ((((2R,3S,4R,5R)-5-(5-chloro-7-((2-chlorobenzyl)amino)-3H-[1,2,3]triazolo[4,5-b]pyridin-3-yl)-3,4-dihydroxytetrahydrofuran-2-yl)methoxy)methyl)phosphonic acid